FC1=C(C=C(C=C1)OC)C1=CC(=CC=C1)CCCNC(C1=CN=C(C=C1)C)=O N-(3-(2'-fluoro-5'-methoxy-[1,1'-biphenyl]-3-yl)propyl)-6-methylnicotinamide